FC(C(=O)O)(F)F.N1CCCCC1 piperidine Trifluoroacetate salt